2-(1-cyclopropylethyl)-7-(dimethylphosphoryl)-5-(4-methyl-2-(oxetan-3-ylamino)thiazol-5-yl)isoindolin-1-one C1(CC1)C(C)N1C(C2=C(C=C(C=C2C1)C1=C(N=C(S1)NC1COC1)C)P(=O)(C)C)=O